3,2',3'-trifluoro-4'-(4-propyl-cyclohex-1-enyl)-4-trifluoromethoxy-biphenyl-2-ol FC1=C(C(=CC=C1OC(F)(F)F)C1=C(C(=C(C=C1)C1=CCC(CC1)CCC)F)F)O